C(C)C=1C(=CC=C2C=C(C=C(C12)C1=C(C=2N=C(N=C(C2C=N1)N1CC(CCC1)(O)C)OCC1(CC1)CN1CCOCC1)F)O)F 1-(7-(8-Ethyl-7-fluoro-3-hydroxynaphthalen-1-yl)-8-fluoro-2-((1-(morpholinomethyl)cyclopropyl)methoxy)pyrido[4,3-d]pyrimidin-4-yl)-3-methylpiperidin-3-ol